CN1N=CC(=C1C1=NN=C(O1)C(=O)N1[C@H](C2=C(CC1)NC=N2)C2=NN1C(C(=CC=C1)F)=C2)C (R)-(5-(1,4-dimethyl-1H-pyrazol-5-yl)-1,3,4-oxadiazol-2-yl)(4-(4-fluoropyrazolo[1,5-a]pyridin-2-yl)-6,7-dihydro-1H-imidazo[4,5-c]pyridin-5(4H)-yl)methanone